1-Methyl-4-(4,4,5,5-tetramethyl-1,3,2-dioxaborolan-2-yl)-1H-indazole-6-carboxamide CN1N=CC2=C(C=C(C=C12)C(=O)N)B1OC(C(O1)(C)C)(C)C